Piperidine-1-carboxylic acid [(3S)-pyrrolidin-3-yl]Ester N1C[C@H](CC1)OC(=O)N1CCCCC1